BrC1=C(C=CC(=C1)Cl)N1N=NN=C1 1-(2-bromo-4-chlorophenyl)-1H-tetrazol